propanoic acid trifluoroacetate FC(C(=O)O)(F)F.C(CC)(=O)O